zinc-silver-copper [Cu].[Ag].[Zn]